4-(trans-4-n-butylcyclohexyl)phenol C(CCC)[C@@H]1CC[C@H](CC1)C1=CC=C(C=C1)O